O=C1NC(CCC1N1C(C2=CC(=C(C=C2C1=O)NCC(=O)OC(C)(C)C)F)=O)=O tert-butyl (2-(2,6-dioxopiperidin-3-yl)-6-fluoro-1,3-dioxoisoindolin-5-yl)glycinate